1,8-dihydroxy-3-(piperazine-1-carbonyl)anthracene-9,10-dione OC1=CC(=CC=2C(C3=CC=CC(=C3C(C12)=O)O)=O)C(=O)N1CCNCC1